ricinoleic acid thallium [Tl].C(CCCCCCC\C=C/C[C@H](O)CCCCCC)(=O)O